C(#N)CC1(CC1)NC1=C(C(=O)NC2=CN=CC3=CC=CC=C23)C=C(C=C1)C(F)(F)F 2-((1-(cyanomethyl)cyclopropyl)amino)-N-(isoquinolin-4-yl)-5-(trifluoromethyl)benzamide